8-(sec-butyl)-7-oxo-2-((1,2,3,4-tetrahydroisoquinolin-6-yl)amino)-7,8-dihydropyrido[2,3-d]pyrimidine-6-carbonitrile C(C)(CC)N1C(C(=CC2=C1N=C(N=C2)NC=2C=C1CCNCC1=CC2)C#N)=O